diisobutyl-tetramethyl-disilazane C(C(C)C)[SiH](N([Si](C)(C)C)C)CC(C)C